(S)-N-(7-(3-hydroxy-3-methylbut-1-yn-1-yl)-5-methyl-4-oxo-2,3,4,5-Tetrahydrobenzo[b][1,4]oxazepine-3-yl)-3-(thiazol-4-yl)imidazo[2,1-b]thiazole-6-carboxamide OC(C#CC1=CC2=C(OC[C@@H](C(N2C)=O)NC(=O)C=2N=C3SC=C(N3C2)C=2N=CSC2)C=C1)(C)C